4'-Chlorobiphenyl-4-carbaldehyde ClC1=CC=C(C=C1)C1=CC=C(C=C1)C=O